FC1=CC=C(C=C1)C(C1=CC=C(C=C1)F)=C1N(CCCC1)CCC=1N=NN(C1)S(=O)(=O)C1=CC=C(C)C=C1 (Bis(4-fluorophenyl)methylene)-1-(2-(1-tosyl-1H-1,2,3-triazol-4-yl)ethyl)-piperidine